1,4-dioxanenitrile O1C(COCC1)C#N